C(=O)=C(CCCCCCNCCCN(CCCCCCC(=O)[O-])CCCCCCC(=O)OCCCCCCCCCCCCCCCCCCCCCCCC)OCCCCCCCCCCCCCC tetracosyl 7,7'-((3-((7-carbonyl-7-(tetradecyloxy)heptyl)amino)propyl)azanediyl)diheptanoate